(R)-N-(8,9-difluoro-6-oxo-1,2,3,4,5,6-hexahydrobenzo[c][1,7]naphthyridin-1-yl)-6-(difluoromethyl)-5-fluoro-N-methyl-1H-indole-2-carboxamide FC=1C(=CC2=C(C(NC=3CNC[C@@H](C23)N(C(=O)C=2NC3=CC(=C(C=C3C2)F)C(F)F)C)=O)C1)F